F[C@H]1C[C@H](CN(C1)C)NC=1C(N(C(=NN1)C1=C(C=C(C=C1)C(F)(F)F)O)C)=O 6-(((3R,5S)-5-Fluoro-1-methylpiperidin-3-yl)amino)-3-(2-hydroxy-4-(trifluoromethyl)phenyl)-4-methyl-1,2,4-triazin-5(4H)-one